(2-(4-(2-((1-benzylpiperidin-4-yl)methyl)-1-oxo-2,3-dihydro-1H-inden-5-yl)piperidin-1-yl)ethyl)-1H-indole-5-carbonitrile C(C1=CC=CC=C1)N1CCC(CC1)CC1C(C2=CC=C(C=C2C1)C1CCN(CC1)CCN1C=CC2=CC(=CC=C12)C#N)=O